4-bromo-6-fluorobenz[cd]indol-2(1H)-one BrC=1C=C2C3=C(C(NC3=CC=C2F)=O)C1